Cl.C(N)(=N)C=1C=C(SC1)CNC(=O)[C@H]1N(C[C@H](C1)COC)C(CNC(C1=CC=C(C=C1)OC1=CC=CC=C1)=O)=O (2S,4S)-N-((4-carbamimidoylthiophen-2-yl)methyl)-4-(methoxymethyl)-1-((4-phenoxybenzoyl)glycyl)pyrrolidine-2-carboxamide hydrochloride